3-[(4-{[(2S,4R)-2-methyl-1-propionyl-1,2,3,4-tetrahydroquinolin-4-yl]amino}phenyl)thio]propanamide C[C@@H]1N(C2=CC=CC=C2[C@@H](C1)NC1=CC=C(C=C1)SCCC(=O)N)C(CC)=O